FC1(CNCCC1N1C(SC(=C1)C)COC=1C=CC2=C(C=C(O2)C)C1)F N-(3,3-difluoropiperidin-4-yl)-2-methyl-5-((5-methylthiazol-2-yl)methoxy)benzofuran